2-(3-(cyclohexylmethoxy)phenylsulfonyl)ethanamine C1(CCCCC1)COC=1C=C(C=CC1)S(=O)(=O)CCN